C1=CC(=CC=C1N)OCCOC2=CC=C(C=C2)N Bis(4-aminophenoxy)ethane